5-benzylmercapto-2-methyl-chroman C(C1=CC=CC=C1)SC1=C2CCC(OC2=CC=C1)C